C1(CC1)[C@H](C=1C=NC2=CC=CC=C2C1)NC=1C2=C(N=C(N1)N1CC(N(CC1)C)=O)C=NN2C(C)C 4-{7-[((R)-Cyclopropyl-quinolin-3-yl-methyl)-amino]-1-isopropyl-1H-pyrazolo[4,3-d]pyrimidin-5-yl}-1-methyl-piperazin-2-on